ClC1=C(CC2=NC3=C(N2C[C@H]2OCC2)C=C(C=C3F)C(=O)O)C=C(C(=C1)C1=NC(=C(C=C1)F)OCC=1SC(=NN1)OC)C (S)-2-(2-chloro-4-(5-fluoro-6-((5-methoxy-1,3,4-thiadiazol-2-yl)methoxy)pyridin-2-yl)-5-methylbenzyl)-4-fluoro-1-(oxetan-2-ylmethyl)-1H-benzo[d]imidazole-6-carboxylic acid